(R)-4-((tert-butyldiphenylsilyl)oxy)-3-methylbutanoic acid [Si](C1=CC=CC=C1)(C1=CC=CC=C1)(C(C)(C)C)OC[C@@H](CC(=O)O)C